ClC1=C(C=C(C(=O)N2CC=3N=C(N(C(C3C[C@H]2C)=O)C2=CN=C(N2C)C(=O)NC)N(C2=CC=CC=C2)C)C=C1)C(F)(F)F (R)-5-(7-(4-Chloro-3-(trifluoromethyl)benzoyl)-6-methyl-2-(methyl-(phenyl)-amino)-4-oxo-5,6,7,8-tetrahydropyrido[3,4-d]pyrimidin-3(4H)-yl)-N,1-dimethyl-1H-imidazole-2-carboxamide